C1(=CC=CC=C1)C=1C=C2C=C(NC2=CC1)CN1CCN(CC1)C1=CC=NC=C1 5-phenyl-2-[[4-(4-pyridinyl)piperazin-1-yl]methyl]-1H-indole